4-(4-chloro-5-(4-phenoxyphenyl)-7H-pyrrolo[2,3-d]pyrimidin-7-yl)piperidine-1-carboxylic acid tert-butyl ester C(C)(C)(C)OC(=O)N1CCC(CC1)N1C=C(C2=C1N=CN=C2Cl)C2=CC=C(C=C2)OC2=CC=CC=C2